tert-butyl (2R,5S)-5-[2-(4-chloro-3-fluorophenoxy)acetamido]-2-({[4-(trifluoromethyl)pyridin-2-yl]methyl}carbamoyl)piperidine-1-carboxylate ClC1=C(C=C(OCC(=O)N[C@H]2CC[C@@H](N(C2)C(=O)OC(C)(C)C)C(NCC2=NC=CC(=C2)C(F)(F)F)=O)C=C1)F